CC(C)OC(=O)[C@@H]1C[C@@H](CCC1)O (1S,3R)-3-hydroxycyclohexane-1-carboxylic acid propan-2-yl ester